zirconium barium zinc [Zn].[Ba].[Zr]